N=1N=CN2C1C=CC(=C2)C2=CNC=1N=C(N=CC12)NC1CC(C1)(C)C(=O)N1CCCC1 ((1s,3s)-3-((5-([1,2,4]triazolo[4,3-a]pyridin-6-yl)-7H-pyrrolo[2,3-d]pyrimidin-2-yl)amino)-1-methylcyclobutyl)(pyrrolidin-1-yl)methanone